C(CCC\C=C/C\C=C/C\C=C/C\C=C/C\C=C/CC)S[C@H](C(=O)N1C(O[C@@H]([C@@H]1C)C1=CC=CC=C1)=O)CC (4S,5R)-3-((S)-2-((5Z,8Z,11Z,14Z,17Z)-icosa-5,8,11,14,17-pentaenylthio)butanoyl)-4-methyl-5-phenyloxazolidin-2-one